BrC1=C(C(=CC(=C1)C)C(NC)=O)NC(=O)C1N(CCC1)C(=O)OC(C)(C)C tert-Butyl 2-[[2-bromo-4-methyl-6-(methylcarbamoyl)phenyl]carbamoyl]pyrrolidine-1-carboxylate